4-(5-chloro-2-(4-fluoro-2-methylphenoxy)-4-(trifluoromethyl)benzoylamino)pyridine ClC=1C(=CC(=C(C(=O)NC2=CC=NC=C2)C1)OC1=C(C=C(C=C1)F)C)C(F)(F)F